N-(2-(3-(Dimethylamino)propoxy)-5-(3'-methyl-2'-oxo-2',3'-dihydrospiro[cyclobutane-1,1'-pyrrolo[2,3-c]quinolin]-8'-yl)pyridin-3-yl)-3-(trifluoromethyl)benzenesulfonamide CN(CCCOC1=NC=C(C=C1NS(=O)(=O)C1=CC(=CC=C1)C(F)(F)F)C1=CC=2C3=C(C=NC2C=C1)N(C(C31CCC1)=O)C)C